3-cyclopropyl-1-((4,4-difluorobicyclo[4.1.0]heptan-1-yl)methyl)-N-(2-(S-methylsulfonimidoyl)pyridin-4-yl)-4-(trifluoromethyl)-1H-pyrazole-5-carboxamide C1(CC1)C1=NN(C(=C1C(F)(F)F)C(=O)NC1=CC(=NC=C1)S(=O)(=N)C)CC12CCC(CC2C1)(F)F